(S)-3-(isoquinolin-4-yl)-2-oxo-1-(6-(trifluoromethyl)pyridin-2-yl)imidazoline-4-carbonitrile C1=NC=C(C2=CC=CC=C12)N1C(N(C[C@H]1C#N)C1=NC(=CC=C1)C(F)(F)F)=O